7-Hydroxy-1,3-benzoxazine-2,4-dione OC1=CC2=C(C(NC(O2)=O)=O)C=C1